N-(cis-1-acetyl-2-(((cis-4-(trifluoromethyl)cyclohexyl)oxy)-methyl)piperidin-3-yl)methanesulfonamide C(C)(=O)N1[C@H]([C@H](CCC1)NS(=O)(=O)C)CO[C@@H]1CC[C@@H](CC1)C(F)(F)F